2-(2-methylpyrazol-3-yl)naphthalene-1,4-dicarbonitrile CN1N=CC=C1C1=C(C2=CC=CC=C2C(=C1)C#N)C#N